BrC=1C(=C(C=NO)C(=CC1)S(=O)(=O)C)C 3-bromo-2-methyl-6-methylsulfonyl-benzaldehyde oxime